L-lysyl-L-lysinamide N[C@@H](CCCCN)C(=O)N[C@@H](CCCCN)C(=O)N